(3S,4S)-4-(3,4-dihydroisoquinolin-2(1H)-yl)-1-(phenylsulfonyl)piperidin-3-ol C1N(CCC2=CC=CC=C12)[C@@H]1[C@H](CN(CC1)S(=O)(=O)C1=CC=CC=C1)O